S=C[C@H](O)[C@H](O)[C@H](O)CO thio-ribose